6-[[5-(4-chlorobenzoyl)-1,4-dimethyl-1H-pyrrol-2-yl]methyl]-3(2H)-pyridazinone ClC1=CC=C(C(=O)C2=C(C=C(N2C)CC=2C=CC(NN2)=O)C)C=C1